CNC=1C=2N(N=C(C1)NC=1C(N(C=CC1)C1CCNCC1)=O)C(=CN2)C(=O)N 8-(methylamino)-6-{[2-oxo-1-(piperidin-4-yl)pyridin-3-yl]amino}imidazo[1,2-b]pyridazine-3-carboxamide